NC=1C=2N(C=CN1)C(=CN2)C=2C=C(C=CC2C)S(=O)(=O)N[C@@H]2C[C@H](C2)CO 3-(8-Aminoimidazo[1,2-a]pyrazin-3-yl)-N-[trans-3-(hydroxymethyl)cyclobutyl]-4-methylbenzenesulfonamide